BrC1=CC=2N=C(N=C(C2N=C1)NC=1C(=C(C=CC1)C1=C(C(=CC=C1)C1=CC=C(C(=N1)OC)C=O)Cl)C)C(F)F 6-(3'-((7-bromo-2-(difluoromethyl)pyrido[3,2-d]pyrimidin-4-yl)amino)-2-chloro-2'-methyl-[1,1'-biphenyl]-3-yl)-2-methoxypyridine-3-carbaldehyde